3-(difluoromethyl)-1-methyl-5-(3-(propan-1-yn-1-yl)phenoxy)-1H-pyrazole-4-carbaldehyde FC(C1=NN(C(=C1C=O)OC1=CC(=CC=C1)C#CC)C)F